1-(2-(4-morpholinopiperidin-1-yl)-2-carbonylethyl)-1H-pyrazole-3,4-dicarboxamide O1CCN(CC1)C1CCN(CC1)C(CN1N=C(C(=C1)C(=O)N)C(=O)N)=C=O